CC([C@@H](C(=O)N1[C@@H]([C@H]2C([C@H]2C1)(C)C)C(=O)OC)NC1=NC(=NC=C1)C(F)(F)F)(C)C methyl (1r,2S,5S)-3-((S)-3,3-dimethyl-2-((2-(trifluoromethyl) pyrimidin-4-yl) amino) butanoyl)-6,6-dimethyl-3-azabicyclo[3.1.0]hexane-2-carboxylate